2-(4-bromo-2-chloro-6-methylphenyl)-acetonitrile BrC1=CC(=C(C(=C1)C)CC#N)Cl